C12CNCC(CC1)N2C=2SC=1CN(CCC1N2)C(CC(F)(F)F)=O 1-(2-(3,8-diazabicyclo[3.2.1]octan-8-yl)-6,7-dihydrothiazolo[5,4-c]pyridin-5(4H)-yl)-3,3,3-trifluoropropan-1-one